C(C)N(C1(CCC2(CNC(N2)=O)CC1)C1=CC=CC=C1)C 8-(Ethyl-methyl-amino)-8-phenyl-1,3-diazaspiro[4.5]decan-2-one